2-((1-Methyl-3-(((2R,3S)-2-methyloxetan-3-yl)oxy)-1H-pyrazol-4-yl)amino)-7-((3R,4R)-4-methyltetrahydrofuran-3-yl)-7H-pyrrolo[2,3-d]pyrimidine-6-carbonitrile CN1N=C(C(=C1)NC=1N=CC2=C(N1)N(C(=C2)C#N)[C@H]2COC[C@@H]2C)O[C@@H]2[C@H](OC2)C